ClC=1C(=C(C(=C(C1OC1=NNC(C(=C1Cl)C(C)C)=O)Cl)[2H])N1N=C(C(NC1=O)=O)C#N)[2H] 2-(3,5-dichloro-4-((4-chloro-5-isopropyl-6-oxo-1,6-dihydropyridazin-3-yl)oxy)phenyl-2,6-d2)-3,5-dioxo-2,3,4,5-tetrahydro-1,2,4-triazine-6-carbonitrile